3-ethyl-5-(6-fluoro-2-methylpyridin-3-ylmethyl)-4-oxo-4,5,6,7-tetrahydropyrazolo[1,5-a]pyrazine-2-carboxylic acid (5-trifluoromethyl[1,3,4]thiadiazol-2-yl)amide FC(C1=NN=C(S1)NC(=O)C1=NN2C(C(N(CC2)CC=2C(=NC(=CC2)F)C)=O)=C1CC)(F)F